[Rb+].S(=O)(=O)([O-])[O-].[Mg+2] magnesium sulfate rubidium